3,1-Benzoxathiin S1COCC2=C1C=CC=C2